6-((3,3-difluoroazetidin-1-yl)methyl)pyridazine FC1(CN(C1)CC1=CC=CN=N1)F